C(C)OC1=C(C(=CC=C1)OCC)P(NC(=O)N1C2=CC(=CC=C2C=2C=CC(=CC12)C1=CC(=CC(=C1)C(F)(F)F)C(F)(F)F)C1=CC(=CC(=C1)C(F)(F)F)C(F)(F)F)C1=C(C=CC=C1OCC)OCC N-(bis(2,6-diethoxyphenyl)phosphanyl)-2,7-bis(3,5-bis(trifluoromethyl)phenyl)-9H-carbazole-9-carboxamide